C(C)(C)(C)N1N=C(C(=C1C)O)C1=C(C=CC=C1)C(Br)(Br)Br 1-(tert-Butyl)-3-(2-(tribromomethyl)phenyl)-5-methyl-pyrazol-4-ol